N-((S)-(2,3-dichloro-6-fluoro-5-hydroxyphenyl)(4-fluorobicyclo[2.2.1]hept-1-yl)methyl)-3-((pyridazin-3-ylmethyl)amino)cyclobutane-1-carboxamide ClC1=C(C(=C(C=C1Cl)O)F)[C@@H](NC(=O)C1CC(C1)NCC=1N=NC=CC1)C12CCC(CC1)(C2)F